trans-(1r,4r)-4-((5-chloro-4-(1-(2-oxo-1,2-dihydropyridin-4-yl)-1H-pyrazol-4-yl)pyrimidin-2-yl)amino)-N-methylcyclohexane-1-carboxamide ClC=1C(=NC(=NC1)N[C@@H]1CC[C@H](CC1)C(=O)NC)C=1C=NN(C1)C1=CC(NC=C1)=O